5-(1-((3,3-difluorocyclopentyl)methyl)-3-methyl-4-(trifluoromethyl)-1H-pyrazole-5-carboxamido)nicotinamide FC1(CC(CC1)CN1N=C(C(=C1C(=O)NC=1C=NC=C(C(=O)N)C1)C(F)(F)F)C)F